NC1=C(C(=NC(=C1)C1=C(C=C(C=C1)F)OC)C(=O)O)Cl 4-amino-3-chloro-6-(4-fluoro-2-methoxyphenyl)-2-pyridinecarboxylic acid